NC1=NC=C(C=C1C(=O)OCC1=CC=CC=C1)C1=CN(N=C1)CCOCC#C benzyl 2-amino-5-[2-[2-(prop-2-yn-1-yloxy)ethyl]pyrazol-4-yl]pyridine-3-carboxylate